ClC(C(=O)[O-])C trans-chloropropionate